CC1(CCN(CC1)C1=CC=C(C=C1)N1N=NC2=C1C(=C(C(=C2)F)OC)F)C 1-(4-(4,4-Dimethylpiperidin-1-yl)phenyl)-5,7-difluoro-6-methoxy-1H-benzo[d][1,2,3]triazole